NC1=C(C(=O)N)C=C(N=C1Cl)Cl 3-Amino-2,6-dichloroisonicotinamide